C(=O)(OC(C)(C)C)N1CC2(C1)CNC2 2-Boc-2,6-diaza-spiro[3.3]heptane